N-((1-acetylazetidin-3-yl)methyl)-3-(6-morpholino-1H-benzo[d]imidazol-2-yl)-1H-indazole-5-carboxamide C(C)(=O)N1CC(C1)CNC(=O)C=1C=C2C(=NNC2=CC1)C1=NC2=C(N1)C=C(C=C2)N2CCOCC2